6-ethoxy-N-isopropyl-8-(4-(trifluoromethyl)phenyl)quinoline C(C)OC=1C=C2C=CCN(C2=C(C1)C1=CC=C(C=C1)C(F)(F)F)C(C)C